(Z)-1-(3-(2-isopropyl-5-methoxyphenyl)-4-oxothiazolidin-2-ylidene)-3-(4-(1-(5-(trifluoromethoxy)pyridin-2-yl)-1H-1,2,4-triazol-3-yl)-2-(trifluoromethyl)phenyl)urea C(C)(C)C1=C(C=C(C=C1)OC)N1/C(/SCC1=O)=N/C(=O)NC1=C(C=C(C=C1)C1=NN(C=N1)C1=NC=C(C=C1)OC(F)(F)F)C(F)(F)F